1-{4-[(5-chloropyrimidin-2-yl)oxy]-3-methylphenyl}-3-cyclopentanecarbonylurea ClC=1C=NC(=NC1)OC1=C(C=C(C=C1)NC(=O)NC(=O)C1CCCC1)C